6-fluoro-N-((3R,4S)-3-fluoro-1-(oxetan-3-yl-3-d)piperidin-4-yl)-5-(1-(2-fluoroethyl)-1H-benzo[d][1,2,3]triazol-6-yl)-4-methoxypyrrolo[2,1-f][1,2,4]triazin-2-amine FC=1C(=C2C(=NC(=NN2C1)N[C@@H]1[C@@H](CN(CC1)C1(COC1)[2H])F)OC)C=1C=CC2=C(N(N=N2)CCF)C1